4-[(1S)-1-(6-fluoro-1H-inden-4-yl)ethyl]-1H-imidazole FC1=CC(=C2C=CCC2=C1)[C@H](C)C=1N=CNC1